(S)-2-((((9H-fluoren-9-yl)methoxy)carbonyl)amino)-3-(2-methoxypyrimidin-5-yl)propanoic acid C1=CC=CC=2C3=CC=CC=C3C(C12)COC(=O)N[C@H](C(=O)O)CC=1C=NC(=NC1)OC